Cl.CN([C@@H](C(=O)NC=1C=C2C=CN=C(C2=CC1)O)C1=CSC=C1)C (R)-2-(dimethylamino)-N-(1-hydroxyisoquinolin-6-yl)-2-(thiophen-3-yl)acetamide hydrochloride